(S)-N-((6-amino-2-methylpyridin-3-yl)methyl)-1-cyclohexyl-3-((3-fluoro-5-methylbenzyl)amino)-4-oxo-4,6,7,8-tetrahydropyrrolo[1,2-a]pyrazine-6-carboxamide DI-trifluoroacetate FC(C(=O)O)(F)F.FC(C(=O)O)(F)F.NC1=CC=C(C(=N1)C)CNC(=O)[C@@H]1CCC=2N1C(C(=NC2C2CCCCC2)NCC2=CC(=CC(=C2)C)F)=O